(S)-6-(4-phenoxyphenyl)-4-(1-propenylpiperidin-3-yl)-pyrrole O(C1=CC=CC=C1)C1=CC=C(C=C1)C1CC[C@H](CN1C=CC)C=1C=CNC1